4-(2-hydroxypropoxy)-1-butanol OC(COCCCCO)C